C(C)(=O)N1CCC(CC1)(O)C=1C(N(C2=C(C(=NC(=C2C1)Cl)C)OCC1=CC=CC=C1)C)=O 3-(1-acetyl-4-hydroxypiperidin-4-yl)-8-(benzyloxy)-5-chloro-1,7-dimethyl-1,6-naphthyridin-2(1H)-one